C(C1=CC=CC=C1)OC1=NC(=CC=C1C1=CC=C(C=C1)C1CCN(CC1)C(=O)OC(C)(C)C)OCC1=CC=CC=C1 tert-Butyl 4-(4-(2,6-bis(benzyloxy)pyridin-3-yl)phenyl)piperidine-1-carboxylate